C(#N)C=1C(=NN2C1N=C(C=C2)NC[C@H]2CN(CCO2)C(=O)OC(C)(C)C)C=2OC=CC2 tert-butyl (2S)-2-[[[3-cyano-2-(2-furyl)pyrazolo[1,5-a]pyrimidin-5-yl]amino]methyl]morpholine-4-carboxylate